ClC=1C=C(C=CC1F)NC1=NC=CC2=CC(=C(C=C12)NC(CCCN1C[C@@H](CC1)OC)=O)OC (R)-N-(1-((3-chloro-4-fluorophenyl)amino)-6-methoxyisoquinolin-7-yl)-4-(3-methoxypyrrolidin-1-yl)butanamide